CC=1N=C2N(N=C(C=C2C)N2N=C3C(=CC(=CC3=C2)C2CCN(CC2)C(=O)OC(C)(C)C)F)C1 tert-butyl 4-[2-(2,8-dimethylimidazo[1,2-b]pyridazin-6-yl)-7-fluoro-indazol-5-yl]piperidine-1-carboxylate